C(=O)(O)CC1C(C(CC1C(=O)O)C(=O)O)C(=O)O 3-(carboxymethyl)cyclopentane-1,2,4-tricarboxylic acid